C(C=C)C=1C=C(C(=C(C1)C1=C(C=CC(=C1)CC=C)O)O)C=CC(=O)C1=CC=C(C=C1)C 3-(5,5'-diallyl-2,2'-dihydroxy-[1,1'-biphenyl]-3-yl)-1-(4-methylphenyl)prop-2-en-1-one